(2s,4S)-N-((1r,3R)-3-(3,5-Dimethylphenyl)cyclobutyl)-N-methyl-6-oxo-7-oxa-5-azaspiro[3.4]octane-2-carboxamide CC=1C=C(C=C(C1)C)C1CC(C1)N(C(=O)C1CC2(C1)NC(OC2)=O)C